diethyl hydroxyethylidene bisphosphonate P(OCC)(OC(CO)OP(OCC)=O)=O